ClC1=C(C(=NC2=C(C=C(C=C12)Cl)C(C)=O)C1CCOCC1)C 1-(4,6-dichloro-3-methyl-2-(tetrahydro-2H-pyran-4-yl)quinolin-8-yl)ethan-1-one